N,N'-bis(2,6-dipentylphenyl)ethane-diimine C(CCCC)C1=C(C(=CC=C1)CCCCC)N=CC=NC1=C(C=CC=C1CCCCC)CCCCC